ClC1=C(C(=CC(=C1)F)C1=CC=CC=C1)C(=O)NCC1(NC(NC1=O)=O)C1=CC=NN1C Chloro-5-fluoro-N-{[4-(1-methyl-1H-pyrazol-5-yl)-2,5-dioxoimidazolidin-4-yl]methyl}[biphenyl]-2-carboxamid